(1S,3R)-3-acetylamino-N-(4-(4-fluoro-1-isopropyl-1H-benzo[d]imidazol-6-yl)-5-methoxypyridin-2-yl)cyclohexane-1-carboxamide C(C)(=O)N[C@H]1C[C@H](CCC1)C(=O)NC1=NC=C(C(=C1)C=1C=C(C2=C(N(C=N2)C(C)C)C1)F)OC